C(C)(C)OC=1N(N=C2C=CC(=CC12)C(F)(F)F)COC.[Na] sodium 3-isopropoxy-2-(methoxymethyl)-5-(trifluoromethyl)indazole